FC1=CC=C(C=C1)N(C(C1=C(C=C(C(=C1)C(C)C)O)O)=O)CCC N-(4-fluorophenyl)-2,4-dihydroxy-5-isopropyl-N-propylbenzamide